FC=1C(=NC=CC1)N1N=CC(=C1C(F)(F)F)C(=O)O 1-(3-fluoropyridine-2-yl)-5-(trifluoromethyl)-1H-pyrazole-4-carboxylic acid